CCCCCCCC[Si](C)(C)N[Si](C)(C)CCCCCCCC 1,3-di-n-octyltetramethyldisilazane